ClC1=CC(=C(N=N1)N)C1=CC2=CC=CC=C2C=C1 6-chloro-4-(naphthalen-2-yl)pyridazin-3-amine